FC1=C(C=CC(=C1)[N+](=O)[O-])S(=O)(=O)C 2-fluoro-1-(methylsulfonyl)-4-nitrobenzene